ClCC1=[N+](C=C(C(=C1C(=O)OCC)C)C)[O-] 2-(Chloromethyl)-3-(ethoxycarbonyl)-4,5-dimethylpyridine 1-oxide